O1C=CC2=C1C=CC(=C2)B(O)O BENZOFURAN-5-BORONIC ACID